(S)-5-(6-Cyano-1H-indole-2-carbonyl)-N-((S)-1-oxo-3-((S)-2-oxopyrrolidin-3-yl)propan-2-yl)-5-azaspiro[2.4]heptane-6-carboxamide C(#N)C1=CC=C2C=C(NC2=C1)C(=O)N1CC2(CC2)C[C@H]1C(=O)N[C@H](C=O)C[C@H]1C(NCC1)=O